PC1=C(C(=C(C=2CC3=CC=CC=C3OC12)C)C)P diphosphinodimethyl-xanthene